FC1=C(C(=O)N[C@@H](C(=O)N2CCC3(C(C(N(C3=O)C)=O)C3=CC=CC=C3)CC2)CC(C)C)C=C(C=C1)C(F)(F)F 2-fluoro-N-((2R)-4-methyl-1-(2-methyl-1,3-dioxo-4-phenyl-2,8-diazaspiro[4.5]decan-8-yl)-1-oxopentan-2-yl)-5-(trifluoromethyl)benzamide